ClC1=NC(=C2N(C=NC2=N1)CC1=CC=C(C=C1)OC)OC 2-chloro-6-methoxy-7-(4-methoxybenzyl)-7H-purine